7-methoxy-2,3,4,5-tetrahydro-1H-3-benzazepine COC1=CC2=C(CCNCC2)C=C1